NC1=NC=CC(=C1Cl)SC=1C=2N(C(=NC1)N1CCC3([C@@H](C=4N(N=NC4)C3)NC(OC(C)(C)C)=O)CC1)C=CN2 tert-butyl (S)-(1-(8-((2-amino-3-chloropyridin-4-yl)thio)imidazo[1,2-c]pyrimidin-5-yl)-4'H,6'H-spiro[piperidine-4,5'-pyrrolo[1,2-c][1,2,3]triazol]-4'-yl)carbamate